ClC=1C=C(C=CC1Cl)NC1=CC(=NC(=N1)N1CCOCC1)CNC(C1=NC=CC=C1)=O N-((6-((3,4-dichlorophenyl)amino)-2-morpholinopyrimidin-4-yl)methyl)picolinamide